3-deoxy-D-arabino-2-heptulosonic acid 7-phosphate P(=O)(O)(O)OC[C@H]([C@H]([C@@H](CC(C(=O)O)=O)O)O)O